FC(C(=O)O)(F)F.C1(CC1)OC=1C=C(OC=2N=NNC2C(=O)O)C=CC1 4-(3-Cyclopropoxyphenoxy)-1H-1,2,3-triazole-5-carboxylic acid 2,2,2-trifluoroacetate